1-((2-methoxynaphthalen-1-yl)methyl)indol-2-ol COC1=C(C2=CC=CC=C2C=C1)CN1C(=CC2=CC=CC=C12)O